Methyl (2-nitrobenzyl)glycinate [N+](=O)([O-])C1=C(CNCC(=O)OC)C=CC=C1